3-(2-(3-methoxyazetidin-1-yl)ethyl)-4,5-dimethyl-6-oxo(pyridazin-1(6H)-yl)-4-methylpentanamide COC1CN(C1)CCC(C(C(=O)N)N1N=CC=CC1=O)C(CC)(C)C